2-(1-(2-(6-(Trifluoromethyl)imidazo[1,2-a]pyrazin-3-yl)pyrimidin-4-yl)piperidin-3-yl)-1,3,4-oxadiazole FC(C=1N=CC=2N(C1)C(=CN2)C2=NC=CC(=N2)N2CC(CCC2)C=2OC=NN2)(F)F